C1=CC=CC=2C3=CC=CC=C3C(C12)COC(=O)N(C(C(=O)OCC1=CC=CC=C1)CCC1=CC(=C(C=C1)C(F)(F)F)Cl)C Benzyl 2-((((9H-fluoren-9-yl)methoxy) carbonyl)(methyl)amino)-4-(3-chloro-4-(trifluoromethyl)phenyl)butanoate